(3S)-6-chloro-5-(2,6-difluorophenyl)-3-methyl-7-(trifluoromethyl)-3H-pyrido[3,4-e][1,4]diazepin-2-amine ClC1=C(N=CC=2N=C([C@@H](N=C(C21)C2=C(C=CC=C2F)F)C)N)C(F)(F)F